CP(OCC)(SCCN(C(C)C)C(C)C)=O O-ethyl S-[2-(diisopropylamino)ethyl] methylphosphonothioate